5-((3,5-dimethoxybenzyl)amino)-N-isopropyl-N-((5-(trifluoromethyl)pyridin-2-yl)methyl)-[1,2,4]triazolo[4,3-c]quinazoline-9-carboxamide COC=1C=C(CNC2=NC=3C=CC(=CC3C=3N2C=NN3)C(=O)N(CC3=NC=C(C=C3)C(F)(F)F)C(C)C)C=C(C1)OC